2-(((2S,4s,6S)-6-((2-(3,3-difluoroazetidin-1-yl)pyrimidin-4-yl)amino)spiro[3.3]heptan-2-yl)oxy)nicotinamide FC1(CN(C1)C1=NC=CC(=N1)NC1CC2(CC(C2)OC2=C(C(=O)N)C=CC=N2)C1)F